ClC1=CC(=C(C=C1)N1CCC(=CC1)C=1C(=NOC1NS(=O)(=O)C1=CC=C(C=C1)S(=O)(=O)N(C)C)C)F N1-(4-(1-(4-chloro-2-fluorophenyl)-1,2,3,6-tetrahydropyridin-4-yl)-3-methylisoxazol-5-yl)-N4,N4-dimethylbenzene-1,4-disulfonamide